CN(C1=NC=2N(C3=CC=C(C=C13)NS(=O)(=O)C)C=NN2)C2=CC=CC=C2 N-(5-(methyl(phenyl)amino)-[1,2,4]triazolo[4,3-a]quinazolin-7-yl)methanesulfonamide